CC1(CCCC2(C3CCC(CC3CCC12)(C=C)C)C)C=O 1,4a,7-trimethyl-7-vinyl-1,2,3,4,4a,4b,6,7,8,9,10,10a-dodecahydrophenanthrene-1-carbaldehyde